C1(CCCC1)N1N=CC=2C(=CC(=CC12)C=1C=NC(=CC1)C=O)C(=O)NCC=1C(NC(=CC1C)C)=O 1-cyclopentyl-N-((4,6-dimethyl-2-oxo-1,2-dihydropyridin-3-yl)methyl)-6-(6-formylpyridin-3-yl)-1H-indazole-4-carboxamide